5-(4-fluoro-2-methoxyphenylethyl)-1,2,3-trimethoxybenzene FC1=CC(=C(C=C1)CCC=1C=C(C(=C(C1)OC)OC)OC)OC